tert-Butyl (S)-2-amino-2-(4-bromo-2-nitrophenyl)propanoate N[C@@](C(=O)OC(C)(C)C)(C)C1=C(C=C(C=C1)Br)[N+](=O)[O-]